4-[4-(1,3-Benzodioxol-5-yl)-5-(2-pyridinyl)-1H-imidazol-2-yl]-benzamide hydrate O.O1COC2=C1C=CC(=C2)C=2N=C(NC2C2=NC=CC=C2)C2=CC=C(C(=O)N)C=C2